OC1=C(N(C2=CC=C(C(=C12)C(C(=O)C1=CC(=CC=C1)OC(F)(F)F)=O)OC)C1=CC=C(C=C1)OC)C1=CC(=CC=C1)OC(F)(F)F 1-(3-hydroxy-5-methoxy-1-(4-methoxyphenyl)-2-(3-(trifluoromethoxy)phenyl)-1H-indol-4-yl)-2-(3-(trifluoromethoxy)phenyl)ethane-1,2-dione